C1(=CC=C(C=C1)SSCCC=1SC=CC1)C 2-(2-(p-tolyl-disulfanyl)ethyl)thiophene